(4-fluoro-3,6-dihydropyridin-1(2H)-yl)methanone FC=1CCN(CC1)C=O